C(C)S(=O)C1=CC=CO1 5-ethylsulfinylfuran